P(=O)([O-])([O-])F.[V+5].[Na+].P(=O)([O-])([O-])F.P(=O)([O-])([O-])F sodium-vanadium fluorophosphate